2-hydroxy-2-(tetrahydro-2H-pyran-4-yl)propanoate OC(C(=O)[O-])(C)C1CCOCC1